N1CC(CC12CCCCC2)=O azaspiro[4.5]decan-3-one